CC(=CCO)C(CC=C(C)C)C 3,4,7-trimethyl-2,6-octadien-1-ol